O=S1(C[C@@H](C=C1)N(C(=O)C=1C(NC2=C(C(=CC=C2C1)C1(CCC1)C)C(=O)N)=O)C=1C=C2C=NN(C2=CC1)C)=O (R)-N-(1,1-Dioxido-2,3-dihydrothiophen-3-yl)-N-(1-methyl-1H-indazol-5-yl)-7-(1-methylcyclobutyl)-2-oxo-1,2-dihydroquinoline-3,8-dicarboxamide